C1OCOCC1 2,4-dioxan